FC(C(C(=O)NC1=CC=C(C[C@H](N)C(=O)O)C=C1)(C1=CC=CC=C1)OC)(F)F 4-(3,3,3-trifluoro-2-methoxy-2-phenyl-propanamido)-L-phenylalanine